7-(difluoro-methyl)-N-(4-methoxy-3-methyl-1H-pyrazol-5-yl)quinolin-4-amine FC(C1=CC=C2C(=CC=NC2=C1)NC1=C(C(=NN1)C)OC)F